N-(1-(difluoromethyl)-1H-pyrazol-3-yl)-8-ethoxy-2-(1-methyl-2-oxabicyclo[2.1.1]hexan-4-yl)imidazo[1,2-a]pyrazine-6-carboxamide FC(N1N=C(C=C1)NC(=O)C=1N=C(C=2N(C1)C=C(N2)C21COC(C2)(C1)C)OCC)F